2-fluoro-N-((2R)-3-methyl-1-(2-methyl-1,3-dioxo-4-(pyridin-4-yl)-2,8-diazaspiro[4.5]decan-8-yl)-1-oxobutan-2-yl)-5-(trifluoromethyl)benzamide FC1=C(C(=O)N[C@@H](C(=O)N2CCC3(C(C(N(C3=O)C)=O)C3=CC=NC=C3)CC2)C(C)C)C=C(C=C1)C(F)(F)F